C=C(C)CCC[C@H](C)CCO RHODINOL